O=C1NC(CCC1N1C(C2=CC=C(C=C2C1=O)N1CCN(CC1)CC1CN(C1)C(=O)OC(C)(C)C)=O)=O tert-butyl 3-[[4-[2-(2,6-dioxo-3-piperidyl)-1,3-dioxo-isoindolin-5-yl]piperazin-1-yl]methyl]azetidine-1-carboxylate